C12C3=CC=CC=C3C(CN(C1)C(CN1C(C3=CC(=CC=C3C1)C1=NC(=NC=C1Cl)NC1CCOCC1)=O)=O)C2 2-(2-{10-azatricyclo[6.3.1.02,7]dodeca-2,4,6-trien-10-yl}-2-oxoethyl)-6-{5-chloro-2-[(oxan-4-yl)amino]pyrimidin-4-yl}-2,3-dihydro-1H-isoindol-1-one